FC1(CC2(C3=C(C(N(C2)C)=O)C=C(S3)C3=NC(=NC=C3F)NC3=NC=C(C=C3)C3CCN(CC3)C)C1)F 3,3-Difluoro-2'-(5-fluoro-2-((5-(1-methylpiperidin-4-yl)pyridin-2-yl)amino)pyrimidin-4-yl)-5'-methyl-5',6'-dihydro-4'H-spiro[cyclobutane-1,7'-thieno[3,2-c]pyridin]-4'-one